2-[[(3S)-3-Piperidinyl]oxy]ethyl acetate C(C)(=O)OCCO[C@@H]1CNCCC1